NC=1C(=NC=C(C1)S(=O)(=O)C1=CC=C(C=C1)OC(F)(F)F)C(=O)C(C(=O)N)=O 2-(3-amino-5-((4-(trifluoromethoxy)phenyl)sulfonyl)pyridineformyl)-2-oxoacetamide